3-hydroxypyrrolidin-2-one OC1C(NCC1)=O